FC(C1=CC=C(O1)CC1=NC=2N(C=CNC2)C1=O)(F)F (5-(trifluoromethyl)furan-2-ylmethyl)imidazo[1,2-a]pyrazin-3(7H)-one